COC1C2C3CC(CC3C(C1)C2)C=O octahydro-5-methoxy-4,7-methylene-1H-indene-2-carbaldehyde